BrC=1C=CC(=NC1)[C@@H]1[C@H](C1)C(=O)O (1s,2s)-2-(5-bromo-pyridin-2-yl)-cyclopropanecarboxylic acid